SC(CSC1SCCS1)CS 2-(2,3-dimercaptopropylthio)-1,3-dithiolane